[O-]S(=O)(=O)C(F)(F)F.C(CCC)[NH+]1C(CCC1)CCCC 1,2-dibutylpyrrolidinium triflate